trans-2-ethyl octenoate C(\C=C\CCCCC)(=O)OCC